2-[[1-oxo-4-[1-(2,2,2-trifluoroethyl)indazol-6-yl]isoindolin-2-yl]methyl]prop-2-enenitrile O=C1N(CC2=C(C=CC=C12)C1=CC=C2C=NN(C2=C1)CC(F)(F)F)CC(C#N)=C